N-cyano-(3,5-difluoro-anilino)-N-(2,2-dimethylcyclobutyl)-5-methyl-thiazole-4-carboxamide C(#N)N(C(=O)C=1N=C(SC1C)NC1=CC(=CC(=C1)F)F)C1C(CC1)(C)C